C(C)(C)[Mg]Br iso-propyl-magnesium bromide